O=C1NC2=CC=C(C=C2C12CCC(CC2)=O)C#N 2',4-dioxospiro[cyclohexane-1,3'-indoline]-5'-carbonitrile